CC=1CCCC(C1)C=1C(=C(C(=CC1O)CCCCC)S(=O)(=O)C1COC1)O 5'-methyl-3-(oxetan-3-ylsulfonyl)-4-pentyl-1',2',3',4'-tetrahydro-[1,1'-biphenyl]-2,6-diol